NC(C)(C)C1=CC=C(C=C1)C1=NC2=CC=CC=C2N=C1C1=CC=CC=C1 2-[4-(2-aminoprop-2-yl)phenyl]-3-phenylquinoxaline